OCN1C(N(C(C1=O)N(C(=O)NCO)CO)CO)=O N-[1,3-bis(hydroxymethyl)2,5-dioxo-4-imidazolidinyl]-N,N'-bis(hydroxymethyl)urea